(Z)-2-(4-phenylbutyl)thiazole-4-carbaldehyde oxime hydrochloride Cl.C1(=CC=CC=C1)CCCCC=1SC=C(N1)\C=N/O